P(=O)(O)(O)OC[C@@H]1[C@H]([C@@H]([C@H](C(O)O1)NC(C)=O)O)O N-Acetyl-D-Glucosamine 6-phosphate